FC1(C(CN(CC1)[C@H](C(=O)NC=1SC2=C(N1)C=C1CCCC1=C2)C)C2=CNC(C(=C2)CO)=O)F (2S)-2-(4,4-difluoro-3-(5-(hydroxymethyl)-6-oxo-1,6-dihydropyridin-3-yl)piperidin-1-yl)-N-(6,7-dihydro-5H-indeno[5,6-d]thiazol-2-yl)propanamide